N-((S)-3-Methyl-1-oxo-1-((propan-2-ylideneamino)oxy)butan-2-yl)-2-((S)-5-oxo-1-(2,3,5-trifluorobenzyl)pyrrolidin-2-yl)acetamide CC([C@@H](C(ON=C(C)C)=O)NC(C[C@H]1N(C(CC1)=O)CC1=C(C(=CC(=C1)F)F)F)=O)C